FC=1C=C2C(NN=C(C2=CC1F)C1=CC2=C(NC(=N2)NC(OCC(F)(F)F)=O)C=C1)=O 2,2,2-Trifluoroethyl (5-(6,7-difluoro-4-oxo-3,4-dihydrophthalazin-1-yl)-1H-benzimidazol-2-yl)carbamate